3-(2,2-difluoroethyl)-1-(5-(2-methoxypyrimidin-5-yl)pyridin-2-yl)-1-(trans-4-((4-(3-methyl-1H-pyrazol-1-yl)-5-(trifluoromethyl)pyrimidin-2-yl)amino)cyclohexyl)urea FC(CNC(N([C@@H]1CC[C@H](CC1)NC1=NC=C(C(=N1)N1N=C(C=C1)C)C(F)(F)F)C1=NC=C(C=C1)C=1C=NC(=NC1)OC)=O)F